(1-(6-((4-bromophenoxy)methyl)-1,4-dioxan-2-yl)cyclopropyloxy)(tert-butyl)dimethylsilane BrC1=CC=C(OCC2COCC(O2)C2(CC2)O[Si](C)(C)C(C)(C)C)C=C1